2-(1-methylpyrrolidin-2-yl)ethylamine CN1C(CCC1)CCN